2-(9H-carbazol-2-yl)-N-(1-(3-fluorophenyl)ethyl)acetamide C1=C(C=CC=2C3=CC=CC=C3NC12)CC(=O)NC(C)C1=CC(=CC=C1)F